BrC1=C(C=C(C=C1)NC(=O)C12CC(C1)C2)F 3-(4-bromo-3-fluoro-phenylcarbamoyl)-bicyclo[1.1.1]pentane